vanadium-cerium [Ce].[V]